4-[3-[2,4-difluoro-3-(methylsulfonylamino)benzoyl]-1-(oxazolidin-2-yl)pyrazolo[3,4-b]pyridin-5-yl]benzoic acid FC1=C(C(=O)C2=NN(C3=NC=C(C=C32)C3=CC=C(C(=O)O)C=C3)C3OCCN3)C=CC(=C1NS(=O)(=O)C)F